7-hydroxy-3-(4-hydroxyphenyl)-4H-1-benzopyran OC1=CC2=C(CC(=CO2)C2=CC=C(C=C2)O)C=C1